(6S,7S)-7-amino-6-((2-fluoro-[1,1'-biphenyl]-3-yl)methyl)-5-azaspiro[2.4]heptane-5-carboxylic acid tert-butyl ester C(C)(C)(C)OC(=O)N1CC2(CC2)[C@@H]([C@@H]1CC=1C(=C(C=CC1)C1=CC=CC=C1)F)N